The molecule is a hydroxy monocarboxylic acid anion resulting from the deprotonation of the carboxy group of (3R)-3-{[(3R)-3-{[(3R)-3-hydroxybutanoyl]oxy}butanoyl]oxy}butanoic acid. It is a trimer of (3R)-hydroxybutanoate; major microspecies at pH 7.3. It derives from a (R)-3-hydroxybutyrate. It is a conjugate base of a (3R)-3-{[(3R)-3-{[(3R)-3-hydroxybutanoyl]oxy}butanoyl]oxy}butanoic acid. C[C@H](CC(=O)O[C@H](C)CC(=O)O[C@H](C)CC(=O)[O-])O